4-(1-methyl-3-phenyl-1H-pyrazol-4-yl)-7-(trifluoromethyl)pyrido[3,2-d]pyrimidin-6-amine CN1N=C(C(=C1)C=1C2=C(N=CN1)C=C(C(=N2)N)C(F)(F)F)C2=CC=CC=C2